5-{(3R)-1-[1-(pyrimidin-5-yl)propyl]-5',6'-dihydrospiro[pyrrolidine-3,4'-pyrrolo[1,2-b]pyrazol]-2'-yl}-3-(trifluoromethyl)pyridin-2-amine N1=CN=CC(=C1)C(CC)N1C[C@]2(CCN3N=C(C=C32)C=3C=C(C(=NC3)N)C(F)(F)F)CC1